Pyrazole-5(1H)-carboxylic acid methyl ester COC(=O)C1=CC=NN1